2-[3,6-bis-(2-hydroxy-ethoxy)-[1,4]dioxane-2-yloxy]-ethanol OCCOC1C(OC(CO1)OCCO)OCCO